3,3-dimethyl-2,3-dihydrofuro[3,2-b]pyridine-7-carboxylic acid CC1(COC=2C1=NC=CC2C(=O)O)C